[3-(2-{[(S)-[(3R)-7-fluoro-1,2,3,4-tetrahydro-1,5-naphthyridin-3-yl](phenyl)methyl]amino}ethyl)-4-methylphenyl]propanoic acid FC1=CN=C2C[C@H](CNC2=C1)[C@@H](C1=CC=CC=C1)NCCC=1C=C(C=CC1C)C(C(=O)O)C